BrC1=C(C=C(C=C1)C1=NNC(O[C@H]1C)=O)C1CC1 (S)-5-(4-bromo-3-cyclopropylphenyl)-6-methyl-3,6-dihydro-2H-1,3,4-oxadiazin-2-one